9-Chloro-2-methyl-5-(4-methylpiperazin-1-yl)pyrido[3,2-e][1,2,4]triazolo[1,5-c]pyrimidin ClC1=CC=2C=3N(C(=NC2N=C1)N1CCN(CC1)C)N=C(N3)C